FC=1C=C(C=CC1)C=1C(=CC=CC1)S(=O)(=O)C1=CC=C(C=C1)NC(=O)NCC1=CC=NC=C1 1-[4-(3'-Fluoro-biphenyl-2-sulfonyl)-phenyl]-3-pyridin-4-ylmethyl-urea